F[C@@](C=1C=C(C=CC1)N1C(C2=CC(=CC(=C2C1)C(F)(F)F)CNC1(CCC1)C)=O)(C1=CC=CC=C1)C1=NN=CN1C (R)-2-(3-(fluoro(4-methyl-4H-1,2,4-triazol-3-yl)(phenyl)methyl)phenyl)-6-(((1-methylcyclobutyl)amino)methyl)-4-(trifluoro-methyl)isoindolin-1-one